9,9-bis[4-(2-glycidyloxypropoxy)-3-methylphenyl]fluorene C(C1CO1)OC(COC1=C(C=C(C=C1)C1(C2=CC=CC=C2C=2C=CC=CC12)C1=CC(=C(C=C1)OCC(C)OCC1CO1)C)C)C